octadecyl-amine iodide [I-].C(CCCCCCCCCCCCCCCCC)N